2-(2-morpholinoethyl)-3-((2,6-dimethylphenyl)aminocarbonyl)-9-hydroxy-1,8-dioxo-1,3,4,8-tetrahydro-2H-pyrido[1,2-a]pyrazine-7-carboxylic acid O1CCN(CC1)CCN1C(C=2N(CC1C(=O)NC1=C(C=CC=C1C)C)C=C(C(C2O)=O)C(=O)O)=O